ClC=1C=C(C=CC1)C=1NC(C=2N(C1)N=C(C2C2CC2)C(=O)OCC)=O Ethyl 6-(3-chlorophenyl)-3-cyclopropyl-4-oxo-4,5-dihydropyrazolo[1,5-a]pyrazine-2-carboxylate